C(C)(=O)[Mo](C(C)=O)(=O)=O diacetyl-molybdenum dioxide